NC1=NC(=CC=C1C1=CC2(CC(C2)(F)F)CCN1C(=O)OC(C)(C)C)C(=O)OC tert-butyl 6-(2-amino-6-(methoxycarbonyl)pyridin-3-yl)-2,2-difluoro-7-azaspiro[3.5]non-5-ene-7-carboxylate